3-amino-4-((4-bromophenyl-ethyl)amino)benzamide NC=1C=C(C(=O)N)C=CC1NCCC1=CC=C(C=C1)Br